C(C)(C)NC(OC1COC(C1)C1=CC(=NN1)NC1=CC=CC=2S(CCC21)(=O)=O)=O 5-(3-((1,1-dioxido-2,3-dihydrobenzo[b]thiophen-4-yl)amino)-1H-pyrazol-5-yl)tetrahydrofuran-3-yl isopropylcarbamate